cyclononane-1,2-dicarboxylic acid C1(C(CCCCCCC1)C(=O)O)C(=O)O